N-methyl-5-((1-(6-methylpyridin-2-yl)piperidin-4-yl)oxy)-7-(trifluoromethyl)thieno[3,2-b]pyridine-3-carboxamide CNC(=O)C1=CSC=2C1=NC(=CC2C(F)(F)F)OC2CCN(CC2)C2=NC(=CC=C2)C